NC1=NC=NC=2N(C3=CC=C(C=C3C21)C2=COC=C2)CC(=O)O 2-(4-amino-6-(furan-3-yl)-9H-pyrimido[4,5-b]indol-9-yl)acetic acid